ethyl (3S)-3-(3-bromo-2,6-difluoro-5-methylphenyl)-3-{[(R)-2-methylpropane-2-sulfinyl]amino}propanoate BrC=1C(=C(C(=C(C1)C)F)[C@H](CC(=O)OCC)N[S@](=O)C(C)(C)C)F